2,2-dimethylpropanoic acid CC(C(=O)O)(C)C